N-benzyl-2-(5-(4-methylphenyl)pyridin-2-yl)acetamide C(C1=CC=CC=C1)NC(CC1=NC=C(C=C1)C1=CC=C(C=C1)C)=O